O6-[[(2R,3S,4R,5S)-5-acetamido-3,4-dihydroxy-2-piperidyl]methyl] O1-benzyl hexanedioate C(CCCCC(=O)OC[C@H]1NC[C@@H]([C@H]([C@H]1O)O)NC(C)=O)(=O)OCC1=CC=CC=C1